2-(2-(2-butoxyethoxy)ethoxy)ethyl 2-propylheptanoate C(CC)C(C(=O)OCCOCCOCCOCCCC)CCCCC